C1OCC12CN(C2)CCC=O 3-(2-oxa-6-azaspiro[3.3]heptan-6-yl)propan-1-one